C(C)(=O)NC1=C2C(=CC(=NC2=C(C(=C1)OCC)OCC)C(=O)OC)C(=O)OC dimethyl 5-acetamido-7,8-diethoxyquinoline-2,4-dicarboxylate